(S)-3-((S)-sec-butyl)-2-oxo-N-(2-oxo-5-(trifluoromethyl)-1,2-dihydropyridin-3-yl)-1,2,3,5-tetrahydro-4H-benzo[e][1,4]diazepine-4-carboxamide [C@H](C)(CC)[C@@H]1N(CC2=C(NC1=O)C=CC=C2)C(=O)NC=2C(NC=C(C2)C(F)(F)F)=O